[(6aR,9R)-7-methyl-6,6a,8,9-tetrahydro-4H-indolo[4,3-fg]quinoline-9-yl]-morpholin-4-ylmethanone CN1C[C@@H](C=C2C3=C4C(C[C@@H]12)=CNC4=CC=C3)C(=O)N3CCOCC3